NC1=NC=2C=C(C(=CC2C2=C1C=NN2C)C(=O)N2N(C(CC2)=O)C2=NC=C(C=C2)C(F)(F)F)C 1-(4-amino-1,7-dimethyl-1H-pyrazolo[4,3-c]quinoline-8-carbonyl)-2-(5-(trifluoromethyl)pyridin-2-yl)pyrazolidin-3-one